C(C1=CC=CC=C1)OC(=O)NCCCC[C@H](N)C(=O)[O-] N6-[(benzyloxy)carbonyl]-L-lysinate